O[C@H]1[C@@H](CCCC1)NC1=NN=C(C2=CC=CC=C12)C1=NC=C(C=C1O)C(F)(F)F 2-(4-(((1R,2R)-2-hydroxycyclohexyl)amino)phthalazin-1-yl)-5-(trifluoromethyl)pyridin-3-ol